FC(C1=CC=C(C=C1)[C@@H]1C[C@H](C1)OC=1C=C2C(=CNC2=CC1)NC(=O)C=1N=CSC1)(F)F N-(5-(trans-3-(4-(trifluoromethyl)phenyl)cyclobutoxy)-1H-indol-3-yl)thiazole-4-carboxamide